((Z)-3-((3s,3as,6ar)-hexahydrofuro[2,3-b]furan-3-yl)thiazolidine-2-ylidene)guanidine sodium [Na].O1C[C@H]([C@H]2[C@@H]1OCC2)N2/C(/SCC2)=N/C(=N)N